C(C)SC(=O)OCCOC(=O)C1CCCCC1 (((ethylthio)carbonyl)oxy)ethylcyclohexanecarboxylate